ethylimidazolcarboxylat C(C)C=1N=C(NC1)C(=O)[O-]